N-[4-[[3-[2-[(1r,4r)-(4-(N,N-Dimethylamino)cyclohexyl)amino]pyrimidin-4-yl]-4-pyridyl]oxy]-3-fluorophenyl]2-chlorobenzamide CN(C)C1CCC(CC1)NC1=NC=CC(=N1)C=1C=NC=CC1OC1=C(C=C(C=C1)NC(C1=C(C=CC=C1)Cl)=O)F